FC(C1=NN(C=C1C(=O)NC1=C(C=CC=C1)C1=CC=C(C=C1)C#CC(C)(C)OC)C)F 3-(difluoromethyl)-N-[4'-(3-methoxy-3-methylbut-1-yn-1-yl)biphenyl-2-yl]-1-methyl-1H-pyrazole-4-carboxamide